C(CCCCCCCCCC(C)C)OC(=O)C1CC(CCC1)C(=O)OCCCCCCCCCCC(C)C cyclohexane-1,3-dicarboxylic acid diisotridecyl ester